6-(2-amino-2-(4-((1-methyl-1H-pyrazol-4-yl)ethynyl)phenyl)ethyl)-5-hydroxypyrimidin NC(CC1=C(C=NC=N1)O)C1=CC=C(C=C1)C#CC=1C=NN(C1)C